(R)-2-((S)-1-(difluoromethoxy)ethyl)-5-(2,4-difluoroPhenyl)-3,4-dihydro-2H-pyrano[2,3-b]Pyridine-7-carboxamide FC(O[C@@H](C)[C@H]1CCC=2C(=NC(=CC2C2=C(C=C(C=C2)F)F)C(=O)N)O1)F